tert-butyl 4-(4-(6-amino-2-fluoro-5-(1-oxo-1,2,3,4-tetrahydroisoquinolin-6-yl)pyridin-3-yl)-2,3-difluorophenoxy)piperidine-1-carboxylate NC1=C(C=C(C(=N1)F)C1=C(C(=C(OC2CCN(CC2)C(=O)OC(C)(C)C)C=C1)F)F)C=1C=C2CCNC(C2=CC1)=O